tert-butyl O2-methyl (2S)-4-(5-methylindolin-1-yl)pyrrolidine-1,2-dicarboxylate CC=1C=C2CCN(C2=CC1)C1C[C@H](N(C1)C(=O)OC(C)(C)C)C(=O)OC